BrC=1C(=CC(=C(C1)S(=O)(=O)NC=1SC(=CN1)F)F)NCCCCN1C[C@@H]2NCCC[C@@H]2C1 5-bromo-2-fluoro-N-(5-fluoro-1,3-thiazol-2-yl)-4-({4-[(4aR,7aR)-octahydro-6H-pyrrolo[3,4-b]pyridin-6-yl]butyl}amino)benzene-sulfonamide